5-bromo-2-(3,3-difluoroazetidine-1-yl)quinazoline BrC1=C2C=NC(=NC2=CC=C1)N1CC(C1)(F)F